(4R)-4-((E)-4-(but-3-en-1-yl)-2-((tert-butoxycarbonyl)imino)-4-ethyl-6-oxotetrahydropyrimidin-1(2H)-yl)chromane-6-carboxylic acid methyl ester COC(=O)C=1C=C2[C@@H](CCOC2=CC1)N1/C(/NC(CC1=O)(CC)CCC=C)=N/C(=O)OC(C)(C)C